C(CCC)N1N=C(N=N1)C=1C=C(C=CC1NC1CCCCC1)S(=O)(=O)NC 3-(2-Butyltetrazol-5-yl)-4-(cyclohexylamino)-N-methyl-benzenesulfonamide